NC=CCC=1C(=NC(NC1)=O)N 5-aminoallyl-cytosine